CNCCC(CC)S ((methylamino)methyl)butane-2-thiol